1-(6-Chloropyridazin-3-yl)-1H-imidazole-4-carboxylic acid ClC1=CC=C(N=N1)N1C=NC(=C1)C(=O)O